N-methylpiperazin CN1CCNCC1